C1(CC1)C1=NN(C(=C1)B1OC(C(O1)(C)C)(C)C)C 3-cyclopropyl-1-methyl-5-(4,4,5,5-tetramethyl-1,3,2-dioxaborolan-2-yl)pyrazole